ClC1=NC=CC2=C1C(=NN2CC2=C(C=CC=C2F)F)I 4-chloro-1-(2,6-difluorobenzyl)-3-iodo-1H-pyrazolo[4,3-c]pyridine